C(C)(C)(C)OC(=O)N1CCOC2(C1)CCC(CC2)C(=O)NC=2C=C1C(=CC=NC1=CC2)C(=O)O 6-((6r,9r)-N-tert-butyloxycarbonyl-1-oxa-4-azaspiro[5.5]undec-9-yl)formamidoquinoline-4-carboxylic acid